ClC1=C(C(=CC=C1)C1=NC2=C(N1)C=C(C(=C2)Cl)C)C=2C(=CC(=CC2)C(N[C@H](CCC)C2=CC=CC=C2)=O)C(=O)O (S)-2'-chloro-6'-(5-chloro-6-methyl-1H-1,3-benzodiazol-2-yl)-4-{[(1R)-1-phenylbutyl]carbamoyl}-[1,1'-biphenyl]-2-carboxylic acid